N1(CCC1)C1CN(C1)C1=C(C=C(C(=C1)OC)NC1=NC=CC(=N1)N1C(N2CCCC3=CC(=CC1=C23)F)=O)NC(C=C)=O N-(2-([1,3'-biazetidin]-1'-yl)-5-((4-(8-fluoro-2-oxo-5,6-dihydro-4H-imidazo[4,5,1-ij]quinolin-1(2H)-yl)pyrimidin-2-yl)amino)-4-methoxyphenyl)acrylamide